OCC=C(CCC(C)=O)CCC=C(CCC=C(C)C)C 5-(2-hydroxyethylidene)-9,13-dimethyltetradeca-8,12-dien-2-one